C12CN(CC2C1)C1=CC=C(C(=N1)Cl)CN1N=CC(=C1)C(=O)OCC ethyl 1-[(6-{3-azabicyclo[3.1.0]hexan-3-yl}-2-chloropyridin-3-yl)methyl]-1H-pyrazole-4-carboxylate